C(C)(C)(C)C=1C=C(C2=C(N=C(O2)C2=NC=CC=C2)C1)C(C)(C)C 5,7-di-tert-butyl-2-(2-pyridyl)benzo[d]oxazole